Indanedione C1(C(CC2=CC=CC=C12)=O)=O